(3-(4-ethylpiperazin-1-yl)-4-fluorophenyl)methanamine C(C)N1CCN(CC1)C=1C=C(C=CC1F)CN